O1C(=NC2=C1C=CC=C2)C(=O)C2=CC=CC=C2 benzo[d]oxazol-2-yl-(phenyl)methanone